4-Bromo-2-chloro-6-methyl-N-(1H-pyrazol-5-yl)nicotinamide BrC1=CC(=NC(=C1C(=O)NC1=CC=NN1)Cl)C